CC1=C(C(=CC=C1)C)OB(OC1=C(C=CC=C1C)C)OC1=C(C=CC=C1C)C.COC(CCCCCCCCCC(=O)[C-]1C(=CC=C1)[SiH3])OC.[CH-]1C=CC=C1.[Fe+2] 10-Dimethoxymethyl-Silyl-Decanoyl-Ferrocene tris(2,6-dimethylphenyl)borate